C(C)NC=1C=C(C(=O)NC2CCC(CC2)NC2=CC(=NC3=CC=C(C=C23)Cl)C(F)(F)F)C=CC1 3-(ethylamino)-N-[(1s,4s)-4-{[6-chloro-2-(trifluoromethyl)quinolin-4-yl]amino}cyclohexyl]benzamide